[Si]=[Re]=[Si] rhenium disilicide